O=C1NC(CC[C@@H]1N1C(C2=CC(=C(C=C2C1=O)F)N1CCNCC1)=O)=O (S)-2-(2,6-Dioxopiperidin-3-yl)-5-fluoro-6-(piperazin-1-yl)isoindoline-1,3-dione